(S)-5-amino-4-(5-(6-amino-5-cyano-4-(difluoromethyl)pyridin-2-yl)-1-oxoisoindolin-2-yl)-5-oxopentanoic acid tert-butyl ester C(C)(C)(C)OC(CC[C@@H](C(=O)N)N1C(C2=CC=C(C=C2C1)C1=NC(=C(C(=C1)C(F)F)C#N)N)=O)=O